2,4-bis(benzyloxy)-5-isopropyl-N-(1,2,3,4-tetrahydroquinolin-6-yl)benzamide C(C1=CC=CC=C1)OC1=C(C(=O)NC=2C=C3CCCNC3=CC2)C=C(C(=C1)OCC1=CC=CC=C1)C(C)C